4-(4-methoxyphenyl)-5,5-dimethyl-4,5-dihydro-1,2,4-oxadiazole COC1=CC=C(C=C1)N1C=NOC1(C)C